2-(4-methoxyphenyl)-3-phenylbutyronitrile COC1=CC=C(C=C1)C(C#N)C(C)C1=CC=CC=C1